FC(C(=O)[O-])(F)F.O=C1CCC(N1)C=1C=C(C=CC1)C1=C(C(=C(C=C1)S(=O)(=O)C1C[NH2+]C1)S(N)(=O)=O)C1=NN=NN1 3-((3'-(5-oxopyrrolidin-2-yl)-3-sulfamoyl-2-(1H-tetrazol-5-yl)-[1,1'-biphenyl]-4-yl)sulfonyl)azetidin-1-ium 2,2,2-trifluoroacetate